CC1=NOC(=C1C=1C=C(OC2=C(C=C(C=C2C)NC(CCN2CCCCC2)=O)C)C=C(C1)F)C N-(4-(3-(3,5-dimethylisoxazol-4-yl)-5-fluorophenoxy)-3,5-dimethylphenyl)-3-(piperidin-1-yl)propanamide